C(C=C)(=O)C1=C(C(=O)O)C=CC=C1N acryloyl-m-aminobenzoic acid